NC1=C(C=NN1C1=CC=CC=C1)C(=O)NC1=CC(=C(C=C1)OC1=C(C(=NC=C1)N)Cl)F 5-amino-N-(4-((2-amino-3-chloropyridin-4-yl)oxy)-3-fluorophenyl)-1-phenyl-1H-pyrazole-4-carboxamide